O[C@@H]1[C@@H](COCC1)NC1=NC=C(C=2N=CN(C(C21)=O)C)C2=CC=C(C=C2)C(F)(F)F 5-(((3R,4S)-4-hydroxytetrahydro-2H-pyran-3-yl)amino)-3-methyl-8-(4-(trifluoromethyl)phenyl)pyrido[4,3-d]pyrimidin-4(3H)-one